2-hydroxy-3-methacrylpropyl acrylate C(C=C)(=O)OCC(CC(=O)C(=C)C)O